isobutyl 3,4-dihydroxy-α-cyanocinnamate OC=1C=C(C=C(C(=O)OCC(C)C)C#N)C=CC1O